6-(diethylamino)-1,2,3,4-tetrahydrooxypyrimidine C(C)N(OC1=CCNCN1)CC